3-acetyl-6-(4-(trifluoromethyl)phenyl)-2,3,4,4a,5,6-hexahydro-1H-pyrazino[1,2-a]quinoxalin-1-one C(C)(=O)N1CC2N(C3=CC=CC=C3N(C2)C2=CC=C(C=C2)C(F)(F)F)C(C1)=O